ClC=1C=C(C(=C(C1)CCC(C)(S(=O)N)C)SC1=C(C=CC=C1)CO)C(F)(F)F [[5-chloro-2-[2-(hydroxymethyl)phenyl]sulfanyl-3-(trifluoromethyl)phenyl]methyl]-2-methyl-propane-2-sulfinamide